OCC1CCN(CC1)C(C(C)(C)C)=O 1-(4-(Hydroxymethyl)piperidin-1-yl)-2,2-dimethylpropan-1-one